[N+](=O)([O-])C1=CC=C(C(=O)O[C@@H]2C[C@H]([C@@H](CC2)NC(=O)OC(C)(C)C)O[Si](C)(C)C(C)(C)C)C=C1 (1S,3R,4R)-4-((tert-butoxycarbonyl)amino)-3-((tertbutyldimethylsilyl)oxy)cyclohexyl 4-nitrobenzoate